C1(=CC=CC=C1)C(=O)C1(CCCCC1)C(C)O 1-Hydroxyethylcyclohexyl phenyl ketone